C(C)(C)(C)OC(=O)N[C@H](C(=O)N1[C@@H]([C@H]2C([C@H]2C1)(C)C)C(=O)OC)[C@@H](C)OC1(CC1)C Methyl (1R,2S,5S)-3-[(2S,3R)-2-(tert-butoxycarbonylamino)-3-(1-methylcyclopropoxy)butanoyl]-6,6-dimethyl-3-azabicyclo[3.1.0]hexane-2-carboxylate